2-((2,5-diazabicyclo[4.1.0]heptan-2-yl)methyl)-3-(5-(2-(2H-1,2,3-triazol-2-yl)acetyl)-2-(2,2,2-trifluoroethoxy)phenyl)pyrido[2,3-d]pyrimidin-4(3H)-one trifluoroacetic acid salt FC(C(=O)O)(F)F.C12N(CCNC2C1)CC=1N(C(C2=C(N1)N=CC=C2)=O)C2=C(C=CC(=C2)C(CN2N=CC=N2)=O)OCC(F)(F)F